N-[3-chloro-2-(2-propylpyrazol-3-yl)phenyl]-7,8-difluoro-2-methyl-quinolin-3-amine ClC=1C(=C(C=CC1)NC=1C(=NC2=C(C(=CC=C2C1)F)F)C)C=1N(N=CC1)CCC